C(C)OC1=NC(=CC(=C1)C1=NC(=C(C(=C1)N(C)CC1(CCCC1)COCC)[N+](=O)[O-])N)C(F)(F)F 2'-ethoxy-N4-{[1-(ethoxymethyl)cyclopentyl]methyl}-N4-methyl-5-nitro-6'-(trifluoromethyl)[2,4'-bipyridine]-4,6-diamine